C(C1=CC=CC=C1)OC(=O)N1[C@H](C[C@H](CC1)O)C1=CC=C(C=C1)C(=O)OC |r| (±)-cis-4-hydroxy-2-(4-(methoxycarbonyl)phenyl)piperidine-1-carboxylic acid benzyl ester